C(C)C=1C=CC(=NC1OC)C(CC(CO)O)O 4-(5-ethyl-6-methoxypyridin-2-yl)butane-1,2,4-triol